C1(CCCCC1)COC=1C=CC(=NC1)C1(CCOCC1)C(=O)N[C@@H](C)C1=CC=C(C(=O)O)C=C1 4-[(1S)-1-[[4-[5-(Cyclohexylmethoxy)-2-pyridyl]tetrahydropyran-4-carbonyl]amino]ethyl]benzoic acid